FC1=C(C=C(C=C1)CNC(=O)C1=NC=NC(=C1)C(=O)NCC1=CC(=C(C=C1)F)C)C 4-N,6-N-bis[(4-fluoro-3-methylphenyl)methyl]pyrimidine-4,6-dicarboxamide